BrC=1C(=NC(=CC1N)C=1SC=CN1)C1=NC(=CC=C1)Br 3,6'-dibromo-6-(thiazole-2-yl)-[2,2'-bipyridine]-4-amine